FC1(CCC2=C1N=C(N=C2C=2C=C1C=CNC(C1=CC2)=O)N2[C@H]([C@@H](C2)O)C)F 6-(7,7-difluoro-2-((2S,3R)-3-hydroxy-2-methylazetidin-1-yl)-6,7-dihydro-5H-cyclopenta[d]pyrimidin-4-yl)isoquinolin-1(2H)-one